5-(3-((3S,4R)-4-(3,4-difluorophenyl)-1-(2-methoxyethyl)pyrrolidin-3-yl)ureido)-N-ethyl-4-methyl-1-phenyl-1H-pyrazole-3-carboxamide FC=1C=C(C=CC1F)[C@H]1[C@@H](CN(C1)CCOC)NC(NC1=C(C(=NN1C1=CC=CC=C1)C(=O)NCC)C)=O